BrC1=CC2=C(CCC=3C(=NN(C23)CCC)C(=O)O)C=C1OC 8-bromo-7-methoxy-1-propyl-4,5-dihydrobenzo[g]indazole-3-carboxylic acid